C(C)(C)(C)OC(=O)N1C[C@H]([C@@H](CC1)C(=O)N1OCC[C@H]1C=1C=NC=C(C1)C#N)F (3S,4S)-4-[(3S)-3-(5-cyano-3-pyridinyl)isoxazolidine-2-carbonyl]-3-fluoro-piperidine-1-carboxylic acid tert-butyl ester